CN(C(=O)C=1N(C=C(C1)C1=NC(=NC=C1C(F)(F)F)NC1CNCCC1)C)C N,N,1-trimethyl-4-(2-{[piperidin-3-yl]amino}-5-(trifluoromethyl)pyrimidin-4-yl)-1H-pyrrole-2-carboxamide